2-amino-3-(3-methoxy-2-methylphenyl)-5-(pyridin-4-yl)benzamide 2-Ethyl-2-[2-[2-[2-[2-(5-amino-2-methoxy-4-methyl-phenoxy)ethoxy]ethoxy]ethoxy]ethoxy]acetate C(C)C(C(=O)O)OCCOCCOCCOCCOC1=C(C=C(C(=C1)N)C)OC.NC1=C(C(=O)N)C=C(C=C1C1=C(C(=CC=C1)OC)C)C1=CC=NC=C1